3-bromo-6-(cyclopentyloxy)-2-methylpyridine BrC=1C(=NC(=CC1)OC1CCCC1)C